FC(S(=O)(=O)OC1=CC(=CC2=CC(=C(C(=C12)OC([2H])([2H])[2H])F)F)OS(=O)(=O)C(F)(F)F)(F)F 6,7-Difluoro-8-(methoxy-d3)naphthalene-1,3-diyl bis(trifluoromethanesulfonate)